ClC=1C(N(N=CC1NCC1COCCC1)C1CC(NCC1)=O)=O 4-chloro-2-(2-oxo-4-piperidyl)-5-(tetrahydropyran-3-ylmethylamino)pyridazin-3-one